ClC1=NC=CC(=N1)C(=O)NC1=CC=C(C=C1)OCCC1=CC=CC=C1 2-chloro-N-(4-phenethoxyphenyl)pyrimidine-4-carboxamide